CC1=C(C2=C(N1)CCC2)C(=O)N 2-methyl-1,4,5,6-tetrahydrocyclopenta[b]pyrrole-3-carboxamide